C1C(CC12CCNCC2)C2=NC=NO2 5-(7-azaspiro[3.5]nonan-2-yl)-1,2,4-oxadiazole